BrC=1C=C2C=CC=NC2=C(N1)Br 6,8-dibromo-1,7-naphthyridine